ONC(\C=C\C1=C(C=CC=C1)N1CCC(CC1)NCC1=CC(=CC=C1)C(F)(F)F)=O (E)-N-hydroxy-3-(2-(4-((3-(trifluoro-methyl)benzyl)amino)piperidin-1-yl)phenyl)acrylamide